Ethyl 1-(3-chloro-6-(3,3,4,4,4-pentafluorobutyl)pyrazin-2-yl)piperidine-4-carboxylate ClC=1C(=NC(=CN1)CCC(C(F)(F)F)(F)F)N1CCC(CC1)C(=O)OCC